Tert-Butyl 4-[(2-ethenylpyridin-3-yl)amino]piperidine-1-carboxylate C(=C)C1=NC=CC=C1NC1CCN(CC1)C(=O)OC(C)(C)C